[N+](=O)([O-])C=1C=C(C(F)(F)F)C=C(C1Cl)[N+](=O)[O-] 3,5-dinitro-4-chlorotrifluorotoluene